5-(5,5-dimethyl-1,3,2-dioxaborinan-2-yl)-3,3-difluoroindolin-2-one CC1(COB(OC1)C=1C=C2C(C(NC2=CC1)=O)(F)F)C